N'-hydroxy-5-((5-(5-(trifluoromethyl)pyridin-2-yl)-1,3,4-oxadiazol-2-yl)amino)picolinimidamide hydrochloride Cl.ON=C(C1=NC=C(C=C1)NC=1OC(=NN1)C1=NC=C(C=C1)C(F)(F)F)N